O=C[C@H](O)[C@@H](O)[C@H](O)CO endo-xylose